ClC=1C=C(N)C=CC1OC1=CC=C(C=C1)Cl 3-Chloro-4-(4-chlorophenoxy)aniline